FC(C(=O)O)(F)F.CC(C(=O)O)(C)C1=CC=C(C=C1)N1C[C@@H]2CNCC[C@@H]2C1=O Cis-2-methyl-2-(4-((3as,7as)-1-oxooctahydro-2H-pyrrolo[3,4-c]pyridin-2-yl)phenyl)propanoic acid trifluoroacetate salt